C(C)(=O)O[C@H]1[C@@H]([C@H]2[C@H]([C@H]([C@H]3[C@@H]4CC[C@H]([C@@H](CCC(=O)O)C)[C@]4(CC[C@@H]3[C@]2(CC1)C)C)O)CC)F 3α-Acetoxy-4β-fluoro-6α-ethyl-7α-hydroxyl-5β-cholanic acid